C(C)(C)(C)C(C1=CC=C(C=C1)O)(C(C(=O)O)S)C(C)(C)C.C(C)SC=1C(=NC=C(C1)C(F)(F)F)C(=O)NC1=C(C=C(C=C1)Cl)C(=O)NN=CC=1SC=CC1 3-ethylsulfanyl-N-(4-chloro-2-(2-(thiophen-2-ylmethylene)hydrazine-1-carbonyl)phenyl)-5-(trifluoromethyl)picolinamide di-tert-butyl-4-hydroxybenzyl-mercaptoacetate